N1C=CC2=CC=C3C(=C12)C=CC=C3 benz[g]indole